C(C)(C)(C)OC(=O)N1[C@@H](CN([C@H](C1)C)C1=NC(=NC2=C(C(=C(C=C12)C(F)(F)F)Br)F)OC[C@H]1N(CC2(CC2)C1)C)C (2R,5S)-4-[7-bromo-8-fluoro-2-[[(6S)-5-methyl-5-azaspiro[2.4]hept-6-yl]methoxy]-6-(trifluoromethyl)quinazolin-4-yl]-2,5-dimethyl-piperazine-1-carboxylic acid tert-butyl ester